(hydroxyhexyloxy)-4-methylcoumarin OCCCCCCOC=1C(OC2=CC=CC=C2C1C)=O